CC(C(=O)N)(C)N1N=C(C(=C1)[N+](=O)[O-])C 2-methyl-2-(3-methyl-4-nitro-1H-pyrazol-1-yl)propionamide